N-(2-((2-methoxyethoxy)methoxy)-5-(1-oxo-6-(4-(piperidine-1-carbonyl)phenyl)-3,4-dihydroisoquinolin-2(1H)-yl)phenyl)methanesulfonamide COCCOCOC1=C(C=C(C=C1)N1C(C2=CC=C(C=C2CC1)C1=CC=C(C=C1)C(=O)N1CCCCC1)=O)NS(=O)(=O)C